6-chloro-N-(2-cyano-2-methylpropyl)-8-(2-(2,2,2-trifluoroethoxy)phenyl)imidazo[1,2-a]pyridine-2-carboxamide ClC=1C=C(C=2N(C1)C=C(N2)C(=O)NCC(C)(C)C#N)C2=C(C=CC=C2)OCC(F)(F)F